C(C)(C)(C)OC(=O)N1CC(C(C1)=O)(C(F)(F)F)OC 3-methoxy-4-oxo-3-(trifluoromethyl)pyrrolidine-1-carboxylic acid tert-butyl ester